NC1=NC=NC=2C3=C(CC(C12)(C)C)C(=C(C=C3)OCCNC(OC(C)(C)C)=O)Cl tert-butyl N-[2-[(4-amino-7-chloro-5,5-dimethyl-6H-benzo[h]quinazolin-8-yl)oxy]ethyl]carbamate